C(C1=CC=CC=C1)(=O)OS(=O)(=O)C Methylsulfonyl Benzoate